((Benzyloxy)carbonyl)glycyl-L-tyrosine methyl ester COC([C@@H](NC(CNC(=O)OCC1=CC=CC=C1)=O)CC1=CC=C(C=C1)O)=O